FC1(CN(CC[C@H]1CN1CCN(CC1)C1=C2CCN(C2=CC=C1)C=1C=C(C=2N(N1)C(=CN2)C(=O)N[C@H]2[C@@H](CC2)OC)NC)C2CCNCC2)F 6-[4-(4-{[(4S)-3,3-difluoro-[1,4'-bipiperidin]-4-yl]methyl}piperazin-1-yl)-2,3-dihydroindol-1-yl]-N-[(1R,2R)-2-methoxycyclobutyl]-8-(methylamino)imidazo[1,2-b]pyridazine-3-carboxamide